C(C)OC(CCC(=O)NC1=C(C(=O)OC)C(=CC=C1)C)=O methyl 2-(4-ethoxy-4-oxobutanamido)-6-methylbenzoate